C(C)(C)C=1C=C(C=C(C1O)C(C)C)C(C)(C)C1=CC(=CC(=C1)C(C)(C)C1=CC(=C(C(=C1)C(C)C)O)C(C)C)C(C)(C)C1=CC(=C(C(=C1)C(C)C)O)C(C)C α,α',α''-tris(3,5-diisopropyl-4-hydroxyphenyl)1,3,5-triisopropylbenzene